N2-(2-ethoxy-4-(4-methyl-4H-1,2,4-triazol-3-yl)phenyl)-6-methyl-N8-((tetrahydro-2H-pyran-4-yl)methyl)pyrido[3,4-d]pyrimidine-2,8-diamine C(C)OC1=C(C=CC(=C1)C1=NN=CN1C)NC=1N=CC2=C(N1)C(=NC(=C2)C)NCC2CCOCC2